(±)-Trans-2-(3-((2-methyl-6-(1-methyl-5-(((methyl(1-propylcyclopropyl)carbamoyl)oxy)methyl)-1H-1,2,3-triazol-4-yl)pyridin-3-yl)oxy)cyclopentyl)acetic Acid CC1=NC(=CC=C1O[C@@H]1C[C@H](CC1)CC(=O)O)C=1N=NN(C1COC(N(C1(CC1)CCC)C)=O)C |r|